thiodipropionic acid dioleate C(CCCCCCC\C=C/CCCCCCCC)(=O)O.C(CCCCCCC\C=C/CCCCCCCC)(=O)O.S(CCC(=O)O)CCC(=O)O